N-[2-[3-chloro-5-(trifluoromethyl)pyridin-2-yl]ethyl]-2-(trifluoromethyl)benzamide ClC=1C(=NC=C(C1)C(F)(F)F)CCNC(C1=C(C=CC=C1)C(F)(F)F)=O